FC=1C=CC2=C(CN(C3=NC4=C(C(NC[C@@H](O2)C)=O)C=NN4C=C3)C)C1 (7S)-11-fluoro-7,14-dimethyl-6,7,13,14-tetrahydro-1,15-ethenopyrazolo[4,3-f][1,4,8,10]benzoxatriazacyclotridecin-4(5H)-one